4-bromo-6-chloro-5-(methoxymethyl)-1-(tetrahydro-2H-pyran-2-yl)-1H-indazole BrC1=C2C=NN(C2=CC(=C1COC)Cl)C1OCCCC1